Zinc (ii) acetylacetate C(C)(=O)CC(=O)[O-].[Zn+2].C(C)(=O)CC(=O)[O-]